bis(2-(9H-carbazole-9-yl)ethoxy)diphenylsilane C1=CC=CC=2C3=CC=CC=C3N(C12)CCO[Si](C1=CC=CC=C1)(C1=CC=CC=C1)OCCN1C2=CC=CC=C2C=2C=CC=CC12